2-isopropenyl-4,4,5,5-tetramethyl-1,3,2-dioxaborolane C(=C)(C)B1OC(C(O1)(C)C)(C)C